N(=[N+]=[N-])C1=CC=C(C=CC=O)C=C1 para-azidocinnamaldehyde